COC1=CC(=CC2=C1O[C@H]([C@@H](O2)C)C=2C=NC(=CC2)OC)C(=O)OC |r| (+/-)-methyl trans-8-methoxy-2-(6-methoxypyridin-3-yl)-3-methyl-2,3-dihydrobenzo[b][1,4]dioxine-6-carboxylate